6-(2-isopropylphenyl)-1-(1-(4-(1-methyl-4-(trifluoromethyl)-1H-imidazol-2-yl)phenyl)ethyl)-1H-pyrazolo[3,4-d]pyrimidine C(C)(C)C1=C(C=CC=C1)C1=NC=C2C(=N1)N(N=C2)C(C)C2=CC=C(C=C2)C=2N(C=C(N2)C(F)(F)F)C